3,3'-{[(E)-1,2-diphenyl-1,2-ethendiyl]bis(4,1-phenylenoxy)}di(1-propansulfonat) C1(=CC=CC=C1)/C(=C(/C1=CC=CC=C1)\C1=CC=C(C=C1)OCCCS(=O)(=O)[O-])/C1=CC=C(C=C1)OCCCS(=O)(=O)[O-]